N-(cyclopropylmethyl)-8-nitro-N-Phenyl-[1,2,4]triazolo[4,3-a]quinazolin-5-amine C1(CC1)CN(C1=NC=2N(C3=CC(=CC=C13)[N+](=O)[O-])C=NN2)C2=CC=CC=C2